NC1=NC=CC2=C1N=C(N2CCNC(OC(C)(C)C)=O)SC2=CC1=C(OCO1)C=C2SC tert-Butyl 2-(4-amino-2-(6-(methylthio)benzo[d][1,3]dioxol-5-ylthio)-1H-imidazo[4,5-c]pyridin-1-yl)ethylcarbamate